C1C(CC2=CC=CC=C12)CC(=O)N[C@H]([C@H](C1=NC=C(C=C1)OC(F)(F)F)O)CN1CCCC1 2-(2,3-dihydro-1H-inden-2-yl)-N-((1R,2S)-1-hydroxy-3-(pyrrolidin-1-yl)-1-(5-(trifluoromethoxy)pyridin-2-yl)propan-2-yl)acetamide